N-(1-bromo-4-fluoro-3-isoquinolyl)acetamide BrC1=NC(=C(C2=CC=CC=C12)F)NC(C)=O